BrC=1C=C(CC2=CC(=NC(=C2)C2=NC=CC=C2)C2=NC=CC=C2)C=CC1 4'-(3-bromobenzyl)-2,2':6',2''-terpyridine